tert-butyl 5-[7-amino-2-(2-cyanoallyl)-1-oxo-isoindolin-4-yl]-3-methyl-pyrazolo[3,4-c]pyridine-1-carboxylate NC=1C=CC(=C2CN(C(C12)=O)CC(=C)C#N)C=1C=C2C(=CN1)N(N=C2C)C(=O)OC(C)(C)C